1-(4-fluoro-2-methylphenyl)-3-(6-methoxy-2-methylpyridin-3-yl)-7-methyl-2,3-dihydropyrido[2,3-d]pyrimidin-4(1H)-one FC1=CC(=C(C=C1)N1CN(C(C2=C1N=C(C=C2)C)=O)C=2C(=NC(=CC2)OC)C)C